O[C@@H]1C[C@H](N(C1)C([C@H](C(C)(C)C)N1N=NC(=C1)COC1=CC(=CC=C1)OC)=O)C(=O)NC (2S,4R)-4-hydroxy-1-[(2S)-2-[4-[(3-methoxyphenoxy)methyl]triazol-1-yl]-3,3-dimethyl-butanoyl]-N-methyl-pyrrolidine-2-carboxamide